FC(C=1C=C(C=CC1)C1=CC(=CC=C1)C[C@@H]1N(CC[C@@H]1NS(=O)(=O)C)C(C(C)C)=O)F N-(cis-2-((3'-(difluoromethyl)biphenyl-3-yl)methyl)-1-isobutyrylpyrrolidin-3-yl)methanesulfonamide